ethyl (S)-4-(3-((tert-butoxycarbonyl)amino)-3-methylpyrrolidin-1-yl)-5-(3-(difluoromethoxy)-5-fluorophenyl)-6-methylnicotinate C(C)(C)(C)OC(=O)N[C@@]1(CN(CC1)C1=C(C(=NC=C1C(=O)OCC)C)C1=CC(=CC(=C1)F)OC(F)F)C